(1'R,2'R)-4-bromo-2-(6-isopropenyl-3-methyl-cyclohex-2-en-1-yl)-5-pentyl-benzene-1,3-diol BrC1=C(C(=C(C=C1CCCCC)O)C1C=C(CCC1C(=C)C)C)O